BrC1=CC(=CC=C1)OC([2H])(F)F 1-bromo-3-(difluoromethoxy-d)benzene